COC(=O)C=1C(=CC(=CC1)OC(CCCCOCC1=CC=CC=C1)C(F)(F)F)C(=O)OC 4-[5-benzyloxy-1-(trifluoromethyl)pentoxy]benzene-1,2-dicarboxylic acid dimethyl ester